(S)-2-((Tert-butoxycarbonyl)amino)-4-(((isopropoxycarbonyl)oxy)methoxy)-4-oxobutyric acid C(C)(C)(C)OC(=O)N[C@H](C(=O)O)CC(=O)OCOC(=O)OC(C)C